N1=CC(=CC=C1)CN(C(CCCC(=O)N(CC=1SC=CC1)CC=1SC=CC1)=O)CC=1C=NC=CC1 N,N-bis(pyridin-3-ylmethyl)-N',N'-bis(2-thienylmethyl)pentanediamide